3,21-difluoro-14-methyl-10-[(methylsulfanyl)methyl]-13,19-dioxa-5,7,25-triazatetracyclo[18.3.1.12,6.18,12]hexacosa-1(24),2(26),3,5,8(25),9,11,20,22-nonaene FC=1C=2C=3C=CC(=C(OCCCCC(OC4=CC(=CC(NC(=NC1)C2)=N4)CSC)C)C3)F